t-amyl octanoate C(CCCCCCC)(=O)OC(C)(C)CC